BrCCCCCOC1=CC=C(C=C1)C(C)(C)C1=CC=C(OCC2=NC(=NC=C2)NS(=O)(=O)C)C=C1 N-(4-((4-(2-(4-((5-bromopentyl)oxy)phenyl)propan-2-yl)phenoxy)methyl)pyrimidin-2-yl)methanesulfonamide